6-Methoxy-2-((1R,2R,4R*)-2-methyl-4-(N-methylacetamido)cyclohexyl)-N-(pyrazolo[1,5-c]pyrimidin-3-yl)-2H-indazole-5-carboxamide COC=1C(=CC2=CN(N=C2C1)[C@H]1[C@@H](C[C@@H](CC1)N(C(C)=O)C)C)C(=O)NC=1C=NN2C=NC=CC21 |o1:14|